2,2'-iminobis(N,N-diethylethylamine) N(CCN(CC)CC)CCN(CC)CC